5-(1-Cyclopropylethyl)-1H-pyrazole-3-carboxylic acid C1(CC1)C(C)C1=CC(=NN1)C(=O)O